FC(C=1C(=NC=CC1)C(=O)NC(C(=O)O)CC)(F)F 2-(3-(trifluoromethyl)picolinamido)butanoic acid